1-butyl-1-methylazepanium bis(trifluoromethanesulfonyl)imide [N-](S(=O)(=O)C(F)(F)F)S(=O)(=O)C(F)(F)F.C(CCC)[N+]1(CCCCCC1)C